1-nitro-3,6,8-naphthalenetrisulfonic acid [N+](=O)([O-])C1=CC(=CC2=CC(=CC(=C12)S(=O)(=O)O)S(=O)(=O)O)S(=O)(=O)O